3-(1-(1-(4-chloro-2-oxopyridin-1(2H)-yl)ethyl)-1H-1,2,3-triazol-4-yl)-5-methoxypicolinonitrile ClC1=CC(N(C=C1)C(C)N1N=NC(=C1)C=1C(=NC=C(C1)OC)C#N)=O